CC=1C=C(OCC2=C(C=C(C=C2)C2C=3C(NC(C2)=O)=NNC3)OC)C=C(C1)C 4-{4-[(3,5-Dimethylphenoxy)methyl]-3-methoxyphenyl}-2H,4H,5H,6H,7H-pyrazolo[3,4-b]pyridin-6-on